N-(2-Methyl-1,2,3,4-tetrahydroisoquinolin-6-yl)-3-((6-(1-methyl-1H-pyrazol-5-yl)-1-oxoisoquinolin-2(1H)-yl)methyl)benzamide CN1CC2=CC=C(C=C2CC1)NC(C1=CC(=CC=C1)CN1C(C2=CC=C(C=C2C=C1)C1=CC=NN1C)=O)=O